(S)-3-(3-chloro-4-fluorophenyl)-1-(3-hydroxypropyl)-1-(1-(1-oxo-1,2-dihydroisoquinolin-4-yl)ethyl)urea ClC=1C=C(C=CC1F)NC(N([C@@H](C)C1=CNC(C2=CC=CC=C12)=O)CCCO)=O